C(OC1=CC=C(C=C1)[N+](=O)[O-])(OC1CC(C1)N1C(=NC2=NC=CC=C21)C(F)(F)F)=O 4-nitrophenyl ((1s,3s)-3-(2-(trifluoromethyl)-1H-imidazo[4,5-b]pyridin-1-yl)cyclobutyl) carbonate